FC(C1=NN(C(=C1)C(F)F)C1=C(C=CC(=N1)N1C=NC2=C1C=CC(=C2)NC=2N=NC(=CC2C(=O)N(C)C)C)CO)F 3-[[1-[6-[3,5-bis(difluoromethyl)pyrazol-1-yl]-5-(hydroxymethyl)-2-pyridyl]benzimidazol-5-yl]amino]-N,N,6-trimethyl-pyridazine-4-carboxamide